O1COC2=C1C=CC=C2CNCC2=CC(=NC=C2)N2C(CCCC2)C N-(1,3-benzodioxol-4-ylmethyl)-1-[2-(2-methyl-1-piperidyl)-4-pyridyl]methanamin